O[C@@H]1[C@H]([C@@H](O[C@@H]([C@H]1O)CO)OC1=CC(=C2C(C(=C(OC2=C1)C1=CC=C(C=C1)O)O)=O)O)O[C@@H]1O[C@H]([C@@H]([C@H]([C@H]1O)O)O)C 7-[(2S,3R,4S,5S,6R)-4,5-dihydroxy-6-(hydroxymethyl)-3-[(2S,3R,4R,5R,6S)-3,4,5-trihydroxy-6-methyloxan-2-yl]oxyoxan-2-yl]oxy-3,5-dihydroxy-2-(4-hydroxyphenyl)chromen-4-one